OCCCOC1=CC=C2C=C(C(=CC2=C1)O)C=1N=NC(=CC1)N(C1CC(NC(C1)(C)C)(C)C)C 7-(3-Hydroxypropoxy)-3-(6-(methyl-(2,2,6,6-tetramethylpiperidin-4-yl)amino)pyridazin-3-yl)naphthalin-2-ol